C1(=CC=CC=C1)C(C)N1C(NCC1)=O 1-(1-phenylethyl)imidazolidin-2-one